CC(C[2H])(C)[S@@](=O)N (R)-2-methylpropane-2-sulfinamide-1-d